FC1=CC=C(C=N1)N1C(NC2=NC(=NC=C12)C)=O (6-fluoro-3-pyridinyl)-2-methyl-7H-purin-8-one